C(C1=CC=CC=C1)OC(NC1CC(C1)C1=C(NC2=C(C=C(C=C12)F)F)C1=CC=C(C=C1)F)=O N-[3-[5,7-difluoro-2-(4-fluorophenyl)-1H-indol-3-yl]cyclobutyl]carbamic acid benzyl ester